4-[4-bromo-6-(2,6-dichloro-4-methyl-benzyl)-3-hydroxy-pyridin-2-yl]-4-oxo-butyric acid ethyl ester C(C)OC(CCC(=O)C1=NC(=CC(=C1O)Br)CC1=C(C=C(C=C1Cl)C)Cl)=O